[N+](=O)([O-])C1=CC=C(C=C1)C1NCCOC1C(=O)O 3-(4-nitrophenyl)morpholine-2-carboxylic acid